serine diacetate C(CN([C@@H](CO)C(=O)O)CC(=O)[O-])(=O)[O-]